ClC=1C(=CC(=NC1)OC)N1N=C(C=C1)C(=O)C1C(CCNC1)C(=O)NCC=1C=C2C=C(NC2=CC1)C 5-(5-chloro-2-methoxypyridin-4-yl-1H-pyrazole-3-carbonyl)-N-((2-methyl-1H-indol-5-yl)methyl)piperidine-4-carboxamide